(2,6-Dichloropyridin-4-yl)methyl (S)-2-amino-5-cyclohexylpentanoate hydrochloride Cl.N[C@H](C(=O)OCC1=CC(=NC(=C1)Cl)Cl)CCCC1CCCCC1